CC1=CC(=C(N)C(=C1)C(=C)C1=CC2=CC=CC=C2C=C1)C(=C)C1=CC2=CC=CC=C2C=C1 4-methyl-2,6-bis(1-(naphthalen-2-yl)vinyl)aniline